(2-chloro-4-(dimethylamino)phenyl)-2-hydroxybenzamide ClC1=C(C=CC(=C1)N(C)C)C=1C(=C(C(=O)N)C=CC1)O